ClC1=C(C=C(C=C1)N1[C@H](CN(CC1)C(CCC1(NC(NC1=O)=O)CC(=O)OC(C)(C)C)=O)C)CC tert-butyl 2-[4-[3-[(3S)-4-(4-chloro-3-ethyl-phenyl)-3-methyl-piperazin-1-yl]-3-oxo-propyl]-2,5-dioxo-imidazolidin-4-yl]acetate